3-cyano-5-(methoxycarbonyl)benzoic acid C(#N)C=1C=C(C(=O)O)C=C(C1)C(=O)OC